7-methoxy-1,9-dimethyl-6-(thiophen-2-yl)-9H-pyrido[3,4-b]indole COC1=C(C=C2C3=C(N(C2=C1)C)C(=NC=C3)C)C=3SC=CC3